FC=1C(=C2C(=NC1C1=CC=C(C=C1)F)C1=C(O2)C=CC=C1)C1=CC=CC=C1 3-fluoro-2-(4-fluorophenyl)-4-phenylbenzofuro[3,2-b]Pyridine